(R)-1-(4-(6-amino-5-(trifluoromethoxy)-pyridin-3-yl)-1-(bicyclo[1.1.1]pentan-1-yl)-1H-imidazol-2-yl)-2,2,2-trifluoroethan-1-ol NC1=C(C=C(C=N1)C=1N=C(N(C1)C12CC(C1)C2)[C@H](C(F)(F)F)O)OC(F)(F)F